[2H][13C]([2H])([2H])I iodomethane-13C-d3